BrC=1C(=NC(=NC1)NC1=CC=C(C=C1)N1CCN(CC1)C)NC1=C(C(=O)NOC)C=C(C=C1)[2H] 2-((5-bromo-2-((4-(4-methylpiperazin-1-yl)phenyl)amino)pyrimidin-4-yl)amino)-N-methoxybenzamide-5-d